8-(8-fluoro-2-((hexahydro-1H-pyrrolizin-7a-yl)methoxy)-4-(3-hydroxy-3-methylpiperidin-1-yl)pyrido[4,3-d]pyrimidin-7-yl)-1-naphthonitrile FC1=C(N=CC2=C1N=C(N=C2N2CC(CCC2)(C)O)OCC21CCCN1CCC2)C=2C=CC=C1C=CC=C(C21)C#N